7,8-dimethoxy-1,3,4,5-tetrahydro-benzazepin COC=1C(=CC2=C(CCCCN2)C1)OC